C[Si](C(CCCCCCCN(C)C)[SiH2]CNCCC[Si](OC)(OC)C)(OC)OC 1-methyldimethoxysilyl-8-(dimethylamino)(methyldimethoxysilylpropylamino)methylsilyloctane